Cl.Cl.ClCC1=NC2=C(N1CC=1C=NC=CC1)C=C(C=C2)C(=O)OC Methyl 2-(chloromethyl)-1-(pyridin-3-ylmethyl)-1H-benzo[d]imidazole-6-carboxylate dihydrochloride